The molecule is an (S)-3-hydroxyacyl-CoA resulting from the formal condensation of the thiol group of coenzyme A with the 1-carboxy group of (3S)-hydroxyhexadecanedioic acid. It derives from a hexadecanedioic acid. It is a conjugate acid of a (3S)-hydroxyhexadecanedioyl-CoA(5-). CC(C)(COP(=O)(O)OP(=O)(O)OC[C@@H]1[C@H]([C@H]([C@@H](O1)N2C=NC3=C(N=CN=C32)N)O)OP(=O)(O)O)[C@H](C(=O)NCCC(=O)NCCSC(=O)C[C@H](CCCCCCCCCCCCC(=O)O)O)O